[2H]N[2H] dideutero-amine